2-(5-bromo-2-methoxyphenyl)-5-fluoropyrimidine BrC=1C=CC(=C(C1)C1=NC=C(C=N1)F)OC